O1N=C(C=C1)C1(CN=C(O1)NC1=C(C=CC2=C1CCO2)C2=CC(=NC=C2)OC)C(=O)OCC ethyl 5-(isoxazol-3-yl)-2-((5-(2-methoxy-pyridin-4-yl)-2,3-dihydrobenzo-furan-4-yl) amino)-4,5-dihydro-oxazole-5-carboxylate